5-(2-fluorophenyl)-1-(pyridin-3-ylsulfonyl)-1H-pyrrole-3-carbonitrile FC1=C(C=CC=C1)C1=CC(=CN1S(=O)(=O)C=1C=NC=CC1)C#N